4-Bromo-1-(trifluoromethyl)pyrazole tert-butyl-(S)-4-(6-(2-fluoro-6-methoxyphenyl)-2-(methylthio)-7-oxo-6,7-dihydro-5H-pyrrolo[3,4-d]pyrimidin-4-yl)-3-methylpiperazine-1-carboxylate C(C)(C)(C)OC(=O)N1C[C@@H](N(CC1)C=1C2=C(N=C(N1)SC)C(N(C2)C2=C(C=CC=C2OC)F)=O)C.BrC=2C=NN(C2)C(F)(F)F